3-Amino-5-bromo-6-fluorobenzo[c]isoxazole-7-carboxylic acid NC1=C2C(=NO1)C(=C(C(=C2)Br)F)C(=O)O